ClC1=C(C=CC=C1)CN1N=C(C=C1C1=C2C=NN(C2=CC=C1)C)COC(C(=O)O)(C)C 2-([1-[(2-Chlorophenyl)methyl]-5-(1-methyl-1H-indazol-4-yl)-1H-pyrazol-3-yl]-methoxy)-2-methylpropanoic acid